C(C1=CC=CC=C1)OC([C@H](CCC(=O)O)NC(=O)N[C@H](C(=O)OCC1=CC=CC=C1)CC(C)C)=O (S)-5-(Benzyloxy)-4-(3-((S)-1-(benzyloxy)-4-methyl-1-oxopentan-2-yl)ureido)-5-oxopentanoic acid